3-(Tetradecyloxy)-5-(tridecyloxy)benzyl 4-(4-methylpiperazin-1-yl)butanoate CN1CCN(CC1)CCCC(=O)OCC1=CC(=CC(=C1)OCCCCCCCCCCCCC)OCCCCCCCCCCCCCC